C1(CCC1)C=1C(=NN(C1NC(=O)NCC(F)(F)F)C)C1CC(C1)(F)F 1-(4-cyclobutyl-3-(3,3-difluorocyclobutyl)-1-methyl-1H-pyrazol-5-yl)-3-(2,2,2-trifluoroethyl)urea